N-(piperidin-4-yl)-1,3-thiazole N1CCC(CC1)N1CSC=C1